[As+]=O Arsenic(III) oxide